CNCC(=O)N1CCN(CC1)C1=NC=C(C#N)C=C1 6-(4-(methylglycyl)piperazin-1-yl)nicotinonitrile